2-cyano-5-methylpyridin-3-yl 2,4,6-tri-O-acetyl-3-azido-3-deoxy-1-thio-α-D-galactopyranoside C(C)(=O)O[C@H]1[C@@H](SC=2C(=NC=C(C2)C)C#N)O[C@@H]([C@@H]([C@@H]1N=[N+]=[N-])OC(C)=O)COC(C)=O